1-(3-cyanophenyl)-N-(3-(hydroxy(4-methoxynaphthalen-1-yl)methyl)phenyl)-3-(trifluoromethyl)-1H-pyrazole-5-carboxamide C(#N)C=1C=C(C=CC1)N1N=C(C=C1C(=O)NC1=CC(=CC=C1)C(C1=CC=C(C2=CC=CC=C12)OC)O)C(F)(F)F